2-phenylpropan-1-amine C1(=CC=CC=C1)C(CN)C